COC(C=CCC(CC)=O)=O 5-oxo-hept-2-enoic acid methyl ester